4-benzyloxy-6-[2-(3,4-difluoro-2-methoxy-phenoxy)-5-fluoro-4-(trifluoromethyl)phenyl]-2,5-dimethyl-pyridine-3-carboxylic acid ethyl ester C(C)OC(=O)C=1C(=NC(=C(C1OCC1=CC=CC=C1)C)C1=C(C=C(C(=C1)F)C(F)(F)F)OC1=C(C(=C(C=C1)F)F)OC)C